2-bromo-6-methyl-1-phenyl-3-(phenylsulfonyl)-1'-(1-(tetrahydro-2H-pyran-2-yl)-1H-pyrazol-4-yl)-3,6-dihydro-7H-spiro[dipyrrolo[2,3-b:3',2'-d]pyridine-8,4'-piperidin]-7-one BrC1=C(C=2C(=NC=C3C2C2(CCN(CC2)C=2C=NN(C2)C2OCCCC2)C(N3C)=O)N1S(=O)(=O)C1=CC=CC=C1)C1=CC=CC=C1